2-[4,7-dichloro-6-(4-morpholinophenyl)indazol-2-yl]-2-[(6R)-6-fluoro-6,7-dihydro-5H-pyrrolo[1,2-c]imidazol-1-yl]acetic acid ethyl ester C(C)OC(C(C1=C2N(C=N1)C[C@@H](C2)F)N2N=C1C(=C(C=C(C1=C2)Cl)C2=CC=C(C=C2)N2CCOCC2)Cl)=O